8-(2-{5-[(R)-(1,3-Dimethyl-azetidin-3-yl)-hydroxy-(4-isopropyl-phenyl)-methyl]-pyridazin-3-yl}-ethyl)-5,6,7,8-tetrahydro-quinolin-8-ol CN1CC(C1)(C)[C@@](C=1C=C(N=NC1)CCC1(CCCC=2C=CC=NC12)O)(C1=CC=C(C=C1)C(C)C)O